N2-(4-Methoxyphenyl)-5,6,7,8-tetrahydronaphthalene-1,2-diamine COC1=CC=C(C=C1)NC=1C(=C2CCCCC2=CC1)N